2-bromo-6-(1-cyanocyclopropyl)-N-[(1S)-1-[2-(1-methyl-6-oxo-pyridazin-3-yl)-1,2,4-triazol-3-yl]ethyl]pyridine-4-carboxamide BrC1=NC(=CC(=C1)C(=O)N[C@@H](C)C=1N(N=CN1)C1=NN(C(C=C1)=O)C)C1(CC1)C#N